FC(C1=C(C=CC(=C1)C(F)(F)F)C1=CC2=C(C3=C(NC(C(=C3[O-])Cl)C)S2)C=C1)(F)F.[Na+] sodium 7-(2,4-bis(trifluoromethyl)phenyl)-3-chloro-2-methylbenzo[4,5]thieno[2,3-b]pyridin-4(1H)-olate